(1-hydroxy-6,6,9-trimethyl-3-pentyl-6H-benzo[c]chromen-2-yl)(isoindolin-2-yl)methanone OC1=C2C3=C(C(OC2=CC(=C1C(=O)N1CC2=CC=CC=C2C1)CCCCC)(C)C)C=CC(=C3)C